rel-N-(6-amino-5-ethyl-3-pyridyl)-2-[(2S,5R)-2-[4-(4-ethylpiperazin-1-yl)phenyl]-5-methyl-1-piperidyl]-2-oxo-acetamide NC1=C(C=C(C=N1)NC(C(=O)N1[C@@H](CC[C@H](C1)C)C1=CC=C(C=C1)N1CCN(CC1)CC)=O)CC |o1:12,15|